FC1=C(C(=CC=C1)OC)C=1C(=C2C(=NC(=NN2C1)C=1N(C=CN1)C)O)C1=CC=CC=C1 6-(2-fluoro-6-methoxyphenyl)-2-(1-methyl-1H-imidazol-2-yl)-5-phenylpyrrolo[2,1-f][1,2,4]triazin-4-ol